C1[C@@H]([C@H](O[C@H]1N2C(C(C(=NC2=O)N)O)O)COP(=O)(O)O)O The molecule is a pyrimidine 2'-deoxyribonucleoside 5'-monophosphate having 5,6-dihydroxy-5,6-dihydrocytosine as the nucleobase. It is a metabolite produced by the bacterium Mycoplasma genitalium. It has a role as a Mycoplasma genitalium metabolite. It is a pyrimidine 2'-deoxyribonucleoside 5'-monophosphate and a nucleoside monophosphate analogue. It derives from a 2'-deoxycytosine 5'-monophosphate.